methyl 4-bromo-2-(2,2-diethoxyethoxy)benzoate BrC1=CC(=C(C(=O)OC)C=C1)OCC(OCC)OCC